ClC1=C(C=CC=C1NC1=NC=CC(=C1F)CNC[C@@H](C)O)C1=NC=CC(=C1C)C1=NC(=C(C=C1)CNC[C@@H]1CCC(N1)=O)OC (S)-5-((((2'-(2-chloro-3-((3-fluoro-4-((((R)-2-hydroxypropyl)amino)methyl)pyridin-2-yl)amino)phenyl)-6-methoxy-3'-methyl-[2,4'-bipyridin]-5-yl)methyl)amino)methyl)pyrrolidin-2-one